(±)-Allyl 2-(4-(3-aminooxetan-3-yl)phenyl)pentanoate NC1(COC1)C1=CC=C(C=C1)[C@H](C(=O)OCC=C)CCC |r|